(S)-1-((3-chlorophenethyl)amino)-3-(4-(methylsulfonyl)phenoxy)propan-2-ol ClC=1C=C(CCNC[C@@H](COC2=CC=C(C=C2)S(=O)(=O)C)O)C=CC1